4-(1,4-diazepan-1-yl)-5-fluoro-N-((8-fluoroquinoxalin-6-yl)methyl)pyridin-3-amine N1(CCNCCC1)C1=C(C=NC=C1F)NCC=1C=C2N=CC=NC2=C(C1)F